N-((1H-imidazol-4-yl)methyl)-7-fluoro-9H-pyrido[3,4-b]indole-1-carboxamide N1C=NC(=C1)CNC(=O)C1=NC=CC2=C1NC1=CC(=CC=C21)F